2-(4-(difluoromethylene)piperidin-1-yl)-N-methyl-3-(trifluoromethyl)-5,8-dihydro-6H-pyrano[3,4-b]pyridin-5-amine FC(=C1CCN(CC1)C1=C(C=C2C(=N1)COCC2NC)C(F)(F)F)F